O=C1N(C(C2=CC=CC=C12)=O)C=CC(=O)NCC1=NC=CC=C1 3-(1,3-dioxoisoindolin-2-yl)-N-(pyridin-2-ylmethyl)propenamide